3,5-dimethyl-2,6-toluenediamine CC1=C(C(C)=C(C(=C1)C)N)N